(4-fluorophenyl)-2,5-dioxo-1,2,5,6,7,8-hexahydroquinoline-3-carboxamide FC1=CC=C(C=C1)N1C(C(=CC=2C(CCCC12)=O)C(=O)N)=O